(S)-ethyl 1-((1-(tert-butoxycarbonyl)-4-hydroxy-3,3-dimethylpiperidin-4-yl) methyl)-6-oxo-4-phenyl-1,6-dihydropyridine-3-carboxylate C(C)(C)(C)OC(=O)N1CC([C@](CC1)(O)CN1C=C(C(=CC1=O)C1=CC=CC=C1)C(=O)OCC)(C)C